C1(=CC=CC=C1)C=1C(=C(C=CC1)P(C1=CC=CC=C1)(COC(C=C)=O)=O)C1=CC=CC=C1 diphenyl-(acryloyloxymethyl)diphenylphosphine oxide